5-methyl-1-(4-phenoxyphenyl)hexan-1-one CC(CCCC(=O)C1=CC=C(C=C1)OC1=CC=CC=C1)C